1,3-dihexyl-1,3-dihydro-2H-benzo[d]imidazol-2-one C(CCCCC)N1C(N(C2=C1C=CC=C2)CCCCCC)=O